5-(2-(1H-indol-3-yl)ethyl)-6-(pyrimidin-5-ylmethyl)-5,6,7,8-tetrahydro-[1,3]dioxazolo[4,5-g]isoquinoline N1C=C(C2=CC=CC=C12)CCC1N(CCC=2C=C3C(=CC12)ONO3)CC=3C=NC=NC3